N1C(=CC2=CC=CC=C12)[SiH](OCC)OCC indolyl-diethoxysilane